Methyl 4-[[2-fluoro-6-[2-methoxy-4-(trifluoromethoxy)phenoxy]-3-(trifluoromethyl)benzoyl]amino]pyrimidine-2-carboxylate FC1=C(C(=O)NC2=NC(=NC=C2)C(=O)OC)C(=CC=C1C(F)(F)F)OC1=C(C=C(C=C1)OC(F)(F)F)OC